C(CCCCCCCCC)OCCCCCCCCCC di-n-decyloxide